C(#N)C(C)NC(=O)C1=NC=CC=C1 N-(1-cyanoethyl)pyridine-2-carboxamide